C(C1=CC=CC=C1)(=O)[O-].C(C1=CC=CC=C1)(=O)[O-].[Sn+2] tin dibenzoate